3,4a,5,7,8,8a-hexahydro-2H-pyrido[4,3-b][1,4]oxazine-4-carboxylate O1C2C(N(CC1)C(=O)[O-])CNCC2